2-hydroxyethyliminobis(ethylenephosphoric acid) OCCN(CCOP(O)(O)=O)CCOP(O)(O)=O